1-((6-methoxypyrazin-2-yl)methyl)-6-(4-methoxypyrrolo[2,1-f][1,2,4]triazin-5-yl)-2-methyl-1H-imidazo[4,5-b]pyridine COC1=CN=CC(=N1)CN1C(=NC2=NC=C(C=C21)C=2C=CN1N=CN=C(C12)OC)C